CN1CCC=C2C=3C=CC=C4NC=C(C[C@@H]12)C34 (2'S,4'S)-(+)-9,10-Didehydro-6-methylergoline